Ethyl 3-[7-(difluoromethoxy)-1,4-dimethyl-1H-benzotriazol-5-yl]-3-(7-{[(2R)-2-ethyl-7-hydroxy-2,3-dihydropyrido[2,3-f][1,4]oxazepin-4(5H)-yl]methyl}-1-benzothiophen-5-yl)propanoate FC(OC1=CC(=C(C2=C1N(N=N2)C)C)C(CC(=O)OCC)C=2C=C(C1=C(C=CS1)C2)CN2C[C@H](OC1=C(C2)N=C(C=C1)O)CC)F